2-(trimethoxysilyl)-1,3-dimethylimidazolidine CO[Si](C1N(CCN1C)C)(OC)OC